C1(CC=C(C=C1)C1=NC=NC=C1)C 4-dihydro-4-tolyl-pyrimidine